3'-(4-phenyl-6-(spiro[dibenzo[b,d]silole-5,10'-dibenzo[b,e][1,4]oxasilin]-1-yl)-1,3,5-triazin-2-yl)-[1,1'-biphenyl]-4-Carbonitrile C1(=CC=CC=C1)C1=NC(=NC(=N1)C1=CC=CC2=C1C1=C(C=CC=C1)[Si]21C2=C(OC3=C1C=CC=C3)C=CC=C2)C=2C=C(C=CC2)C2=CC=C(C=C2)C#N